di-tert-butoxy bis(ethylacetoacetate) zirconium [Zr].C(C)CC(CC(=O)OOC(C)(C)C)=O.C(C)CC(CC(=O)OOC(C)(C)C)=O